3-[4-[4-[6-Chloro-4-(trifluoromethyl)-2-pyridyl]piperazin-1-yl]sulfonylphenyl]-6-hydroxy-5-(hydroxymethyl)-3a,5,6,6a-tetrahydrofuro[2,3-d]oxazol-2-one ClC1=CC(=CC(=N1)N1CCN(CC1)S(=O)(=O)C1=CC=C(C=C1)N1C(OC2C1OC(C2O)CO)=O)C(F)(F)F